2-(4-trifluoromethyl-phenyl)-4-methyl-5-acetyl-thiazole ethyl-2-(3-nitro-2-pyridyl)-5-oxo-3-pyrazolecarboxylate C(C)OC(=O)C=1N(NC(C1)=O)C1=NC=CC=C1[N+](=O)[O-].FC(C1=CC=C(C=C1)C=1SC(=C(N1)C)C(C)=O)(F)F